IC#CC#CC#CC 1-iodohept-1,3,5-triyne